FC1=C(C2=C(C(CCCC2)=O)C=C1)C 3-Fluoro-4-Methyl-9-Oxo-6,7,8,9-Tetrahydro-5H-Benzo[7]Annulene